4-Chloro-2-fluoro-5-aminophenol ClC1=CC(=C(C=C1N)O)F